NC(C(C)C)C1=CC=C(C=C1)F 1-amino-1-(4-fluorophenyl)-2-methylpropan